2-[(1R)-3-[(2R)-2-benzyloxypropoxy]-1-methyl-propoxy]tetrahydropyran C(C1=CC=CC=C1)O[C@@H](COCC[C@H](OC1OCCCC1)C)C